C(C)OC(CC[SiH3])(OCC)OCC Triethoxypropylsilan